(3-Chloropyridyl)-(1,3-diisopropylimidazol-2-yliden)-palladium(II) dichlorid ClC=1C(=NC=CC1)[Pd-3](=C1N(C=CN1C(C)C)C(C)C)(Cl)Cl